4-[5-[(1S)-2-amino-1-hydroxyethyl]pyridin-2-yl]-3-(2-methyl-6-phenylpyrimidin-4-yl)oxybenzonitrile NC[C@@H](O)C=1C=CC(=NC1)C1=C(C=C(C#N)C=C1)OC1=NC(=NC(=C1)C1=CC=CC=C1)C